(7S)-7-[5-(4,6-dimethylpyrazolo[1,5-a]pyrazin-2-yl)-7-fluoro-indazol-2-yl]-4-azaspiro[2.5]octane-4-carboxylate CC=1C=2N(C=C(N1)C)N=C(C2)C2=CC1=CN(N=C1C(=C2)F)[C@H]2CCN(C1(CC1)C2)C(=O)[O-]